C/C=1/C=C/C(=O)OC/C1 4-methylmuconolactone